(R)-(9H-fluoren-9-yl)methyl tert-butyl (4-((3,4-dichlorobenzyl)amino)-4-oxobutane-1,3-diyl)dicarbamate ClC=1C=C(CNC([C@@H](CCNC(OCC2C3=CC=CC=C3C=3C=CC=CC23)=O)NC(OC(C)(C)C)=O)=O)C=CC1Cl